alanine chloride N[C@@H](C)C(=O)Cl